(2R)-2-amino-4-tert-butoxy-4-oxobutanoic acid N[C@@H](C(=O)O)CC(=O)OC(C)(C)C